4-chloro-6,7-dihydro-5H-cyclopenta[b]pyridine-3-carbonitrile ClC1=C2C(=NC=C1C#N)CCC2